[(3R)-1-(2-ethoxy-2-oxoethyl)-1-methylpyrrolidin-1-ium-3-yl] (2R)-2-cyclopentyl-2-hydroxy-2-phenylacetate C1(CCCC1)[C@](C(=O)O[C@H]1C[N+](CC1)(C)CC(=O)OCC)(C1=CC=CC=C1)O